(E)-4-(((4-amino-6-hydroxy-2-mercaptopyrimidin-5-yl)imino)methyl)benzonitrile NC1=NC(=NC(=C1\N=C\C1=CC=C(C#N)C=C1)O)S